(R)-1-(2-fluoro-6-hydroxybenzyl)-3,4-dimethyl-2-oxo-N-(2,4,6-trifluorobenzyl)-1,2,3,4-tetrahydro-quinazoline-7-carboxamide FC1=C(CN2C(N([C@@H](C3=CC=C(C=C23)C(=O)NCC2=C(C=C(C=C2F)F)F)C)C)=O)C(=CC=C1)O